N-[2-(1-benzylpiperidin-4-yl)ethyl]-4-(4-chlorophenyl)piperidine-1-carboxamide C(C1=CC=CC=C1)N1CCC(CC1)CCNC(=O)N1CCC(CC1)C1=CC=C(C=C1)Cl